bis(o-methylphenyl)phosphine oxide CC1=C(C=CC=C1)P(C1=C(C=CC=C1)C)=O